[Si](C)(C)(C(C)(C)C)OCC(COC1=NNC=C1[N+](=O)[O-])F 3-(3-((tert-butyldimethylsilyl)oxy)-2-fluoropropoxy)-4-nitro-1H-pyrazole